CNC=1OCCN1 methyl-4,5-dihydro-oxazol-2-ylamine